(1-(3-(tert-butyl)phenyl)cyclopropyl)methanamine C(C)(C)(C)C=1C=C(C=CC1)C1(CC1)CN